N1N=CC=C1C=1C=C(C=CC1)[C@H](NC(=O)C1NCC(C1)F)C1=NC(=C(C=C1)C(C)C)F |o1:11| N-((S) or (R)-(3-(1H-pyrazol-5-yl)phenyl)(6-fluoro-5-isopropylpyridin-2-yl)methyl)-4-fluoropyrrolidine-2-carboxamide